OC=1C(=CC(=NC1)C)C=1N=C(N(C1)COCC[Si](C)(C)C)C(=O)OCC ethyl 4-(5-hydroxy-2-methylpyridin-4-yl)-1-((2-(trimethylsilyl)ethoxy)methyl)-1H-imidazole-2-carboxylate